(4,5-dichloro-1H-indol-2-yl)(1,6-diazaspiro[3.3]heptan-6-yl)methanone ClC1=C2C=C(NC2=CC=C1Cl)C(=O)N1CC2(CCN2)C1